(2S,3R)-2-(5-(tert-butoxycarbonyl)-6-methyl-1-oxo-2,5-diazaspiro[3.4]octan-2-yl)-3-hydroxybutanoic Acid C(C)(C)(C)OC(=O)N1C2(CN(C2=O)[C@H](C(=O)O)[C@@H](C)O)CCC1C